(1S,2R,3R,4R,5S)-4-amino-1-(hydroxymethyl)-6,8-dioxabicyclo[3.2.1]octane-2,3-diol N[C@@H]1[C@H]([C@H]([C@@]2(CO[C@H]1O2)CO)O)O